(8S)-6-methyl-5-(quinolin-3-yl)-8,9-dihydropyrimido[5,4-b]Indolizine-9-d-4,8-diamine hydrochloride Cl.CC1=C[C@@H](C(N2C3=C(C(=C12)C=1C=NC2=CC=CC=C2C1)C(=NC=N3)N)[2H])N